N1(N=NC2=C1C=CC=C2)CC(=O)N(C2=CC=C(C=C2)CCO)CC2=CC(=CC(=C2)F)F 2-(benzotriazol-1-yl)-N-[(3,5-difluorophenyl)methyl]-N-[4-(2-hydroxyethyl)phenyl]acetamide